oxocan-2-one O1C(CCCCCC1)=O